N=1N=CC=2C1NC1=CC=C(CC21)C(=O)N 8h-pyrazolo[3,4-b]indole-5-carboxamide